N-[(R)-[2,3-dichloro-6-(prop-2-en-1-yloxy)phenyl](piperidin-4-yl)methyl]2-methylpropane-2-sulfinamide ClC1=C(C(=CC=C1Cl)OCC=C)[C@H](NS(=O)C(C)(C)C)C1CCNCC1